CC(C(=O)C1=CC=C(C=C1)SC)(C)N1CCOCC1 2-methyl-2-morpholino-1-(4-methylthiophenyl)-1-propanone